O1C(=NC2=C1C=CC=C2)C2=C(C(=CC=C2)F)C(=O)N2C[C@@H]1CN(C[C@@H]1C2)C2=NC(=CC(=N2)C(C)(C)O)C (2-(benzo[d]oxazol-2-yl)-6-fluorophenyl)((3ar,6as)-5-(4-(2-hydroxypropan-2-yl)-6-methylpyrimidin-2-yl)hexahydropyrrolo[3,4-c]pyrrol-2(1H)-yl)methanone